O=C1NC(CCC1N1C(N(C2=C1C=CC(=C2)CCCN2CCN(CC2)CC2CCC(CC2)NC(OC(C)(C)C)=O)C)=O)=O tert-butyl N-[4-[[4-[3-[1-(2,6-dioxo-3-piperidyl)-3-methyl-2-oxo-benzimidazol-5-yl] propyl]piperazin-1-yl]methyl]cyclohexyl]carbamate